octadecyl 3-(4-hydroxy-3,5-diisopropylphenyl)propionate OC1=C(C=C(C=C1C(C)C)CCC(=O)OCCCCCCCCCCCCCCCCCC)C(C)C